C(C)(=O)OCC1=C(C(=CC=C1CC(=O)NC(C(C1=CC(=C(C=C1)OCC1=CC=CC=C1)OC([2H])([2H])[2H])[2H])([2H])[2H])OC)OCC1=CC=CC=C1 2-(benzyloxy)-6-(2-((4-(benzyloxy)-3-(methoxy-d3) phenethyl-d3) amino)-2-oxoethyl)-3-methoxybenzyl acetate